C(C1=CC=CC=C1)[SiH](C)C (benzyl)dimethylsilane